(1-naphthyl-2,3,4,5,6,7,8-d7)boric acid C1(=C(C(=C(C2=C(C(=C(C(=C12)[2H])[2H])[2H])[2H])[2H])[2H])[2H])OB(O)O